N-(3-(4-cyano-6-(methylsulfonyl)pyridin-2-yl)-1-methyl-1H-pyrrolo[2,3-c]pyridin-5-yl)acetamide C(#N)C1=CC(=NC(=C1)S(=O)(=O)C)C1=CN(C2=CN=C(C=C21)NC(C)=O)C